(1S,8'R)-4'-((1R,5S)-3,8-diazabicyclo[3.2.1]octan-3-yl)-4-chloro-8'-fluoro-2'-(((S)-1-methylpyrrolidin-2-yl)methoxy)-2,3,5',8'-tetrahydro-6'H-spiro[indene-1,7'-quinazoline] [C@H]12CN(C[C@H](CC1)N2)C2=NC(=NC=1[C@@H]([C@@]3(CCC21)CCC2=C(C=CC=C23)Cl)F)OC[C@H]2N(CCC2)C